FC=1C=C(C=CC1)C=1C=CC(=NC1)/C=C/[C@H]1[C@H]2[C@H](C[C@@H]3[C@H]1[C@H](OC3=O)C)C[C@@H](CC2)NC(OCC)=O ethyl N-[(1R,3aR,4aR,6R,8aR,9S,9aS)-9-[(E)-2-[5-(3-fluorophenyl)pyridin-2-yl]ethenyl]-1-methyl-3-oxo-3a,4,4a,5,6,7,8,8a,9,9a-decahydro-1H-benzo[f][2]benzofuran-6-yl]carbamate